2,2,2-trifluoro-N-(3-methyl-4-{[5-(2-{[(trans)-4-aminocyclohexyl]amino}pyrimidin-4-yl)-1,3-thiazol-4-yl]oxy}naphthalen-1-yl)ethane-1-sulfonamide hydrochloride Cl.FC(CS(=O)(=O)NC1=CC(=C(C2=CC=CC=C12)OC=1N=CSC1C1=NC(=NC=C1)N[C@@H]1CC[C@H](CC1)N)C)(F)F